NC=1N=NC(=CC1N1C[C@@H](OCC1)C1=CC(=C(C(=O)O)C=C1)C)C1=C(C=CC=C1)O (S)-4-(4-(3-Amino-6-(2-hydroxyphenyl)pyridazin-4-yl)morpholin-2-yl)-2-methylbenzoic acid